FC(CN1CC(CC1)N1N=CC2=C1N(C(C=1C=C(C=CC21)C)=O)C)F 3-(1-(2,2-difluoroethyl)pyrrolidin-3-yl)-4,7-dimethyl-3,4-dihydro-5H-pyrazolo[3,4-c]isoquinolin-5-one